FC1=CC(=C(C=C1)C=1C2=C(C(=NC1C1=NN3C(CN(CC3)C(=O)OC(C)(C)C)=C1)N1N=CC(=C1)C)C=CS2)OC(C)C tert-butyl 2-[7-(4-fluoro-2-isopropoxy-phenyl)-4-(4-methylpyrazol-1-yl) thieno[3,2-c]pyridin-6-yl]-6,7-dihydro-4H-pyrazolo[1,5-a]pyrazine-5-carboxylate